COC=1C=C2C(=CC=NC2=CC1OC)OC1=CC=C(C=C1)N1C(N(CC1=O)C1=CC(=CC=C1)C(F)(F)F)=O 3-{4-[(6,7-dimethoxy-4-quinolinyl)oxy]phenyl}-1-[3-(trifluoromethyl)phenyl]-2,4-imidazolidinedione